2-[4-(3-Aminophenyl)phenyl]pyrrolo[2,3-c]pyridine-1-carboxylic acid tert-butyl ester C(C)(C)(C)OC(=O)N1C(=CC=2C1=CN=CC2)C2=CC=C(C=C2)C2=CC(=CC=C2)N